(4-(4-cyclopropylpiperazin-1-yl)piperidin-1-yl)(7-((4-(ethylamino)-3-(trifluoromethyl)-1H-pyrrolo[2,3-b]pyridin-6-yl)amino)-2,3-dihydrobenzofuran-4-yl)methanone C1(CC1)N1CCN(CC1)C1CCN(CC1)C(=O)C1=CC=C(C2=C1CCO2)NC2=CC(=C1C(=N2)NC=C1C(F)(F)F)NCC